(1r,4r)-4-isopropoxycyclohexane-1-carbaldehyde C(C)(C)OC1CCC(CC1)C=O